C(C)(C)(C)OCCCCCCC1=C(CC2=CC=CC(=C12)C1=CC=C(C=C1)C(C)(C)C)C 3-(6-(tert-butoxy)hexyl)-4-(4-(tert-butyl)phenyl)-2-methyl-1H-indene